2-((1-methyl-1H-pyrrolo[3,2-b]pyridin-6-yl)oxy)benzamide CN1C=CC2=NC=C(C=C21)OC2=C(C(=O)N)C=CC=C2